O[C@H]1C[C@H](CCC1)C(=O)[O-] (1S,3R)-3-hydroxycyclohexane-1-carboxylate